N-(4-(3-(6-bromo-7-(((S)-1-(ethylsulfonyl)pyrrolidine-3-yl)amino)-3H-imidazo[4,5-b]pyridine-2-yl)-2,5-dimethyl-1H-pyrrol-1-yl)-3-methylphenyl)methanesulfonamide BrC=1C(=C2C(=NC1)NC(=N2)C2=C(N(C(=C2)C)C2=C(C=C(C=C2)NS(=O)(=O)C)C)C)N[C@@H]2CN(CC2)S(=O)(=O)CC